FC(C1=CC=C(C=N1)C(=O)[O-])(F)F 6-(trifluoromethyl)pyridine-3-carboxylate